2-((1r,4S)-4-ethoxycyclohexylamino)-4-((S)-tetrahydro-2H-pyran-3-ylamino)pyrimidine-5-carbonitrile C(C)OC1CCC(CC1)NC1=NC=C(C(=N1)N[C@@H]1COCCC1)C#N